(R)-1-(2-(1-(benzyloxy)-3-fluoroprop-2-yloxy)-5-bromophenyl)ethanone C(C1=CC=CC=C1)OC[C@H](CF)OC1=C(C=C(C=C1)Br)C(C)=O